(S)-N-((S)-1-cyano-2,2-difluoroethyl)-2-methylpropan-2-sulfinamide C(#N)[C@@H](C(F)F)N[S@@](=O)C(C)(C)C